1-((2R,4R,5R)-3,3-difluoro-4-hydroxy-5-(hydroxymethyl)tetrahydrofuran-2-yl)-4-(2-oxoimidazolidin-1-yl)pyrimidin-2(1H)-one FC1([C@@H](O[C@@H]([C@H]1O)CO)N1C(N=C(C=C1)N1C(NCC1)=O)=O)F